((S)-4-propenoyl-2-methylpiperazin-1-yl)-6-fluoro-7-(2-fluoro-6-hydroxyphenyl)-1-(((S)-1-methylpyrrolidin-2-yl)methyl)pyrido[2,3-d]pyrimidin-2(1H)-one C(C=C)(=O)N1C[C@@H](N(CC1)C=1C2=C(N(C(N1)=O)C[C@H]1N(CCC1)C)N=C(C(=C2)F)C2=C(C=CC=C2O)F)C